4-(1-((Cyclopropylmethyl)amino)ethyl)isoquinolin-1(2H)-one C1(CC1)CNC(C)C1=CNC(C2=CC=CC=C12)=O